tertiary-Butylisopropylcarbodiimide C(C)(C)(C)N=C=NC(C)C